(3,4-dichlorophenyl)-4-(4-{3-[2-(dimethylamino)ethoxy]phenyl}-2-oxo-2,3-dihydro-1H-1,3-benzodiazol-1-yl)piperidine-1-carboxamide ClC=1C=C(C=CC1Cl)C1N(CCC(C1)N1C(NC2=C1C=CC=C2C2=CC(=CC=C2)OCCN(C)C)=O)C(=O)N